The molecule is a ceramide obtained by formal condensation of the carboxy group of hexacosanoic acid with the amino group of 14-methylhexadecasphingosine-1-phosphocholine. It is a metabolite of the nematode Caenorhabditis elegans. It has a role as a Caenorhabditis elegans metabolite. It derives from a 14-methylhexadecasphingosine and a hexacosanoic acid. CCCCCCCCCCCCCCCCCCCCCCCCCC(=O)N[C@@H](COP(=O)([O-])OCC[N+](C)(C)C)[C@@H](/C=C/CCCCCCCCC(C)CC)O